COC1=CC=C(C=C1)CCC 1-methoxy-4-propylbenzene